tert-Butyl 2-iodo-5-(4-methylpiperazin-1-yl)-1H-benzo[d]imidazole-1-carboxylate IC1=NC2=C(N1C(=O)OC(C)(C)C)C=CC(=C2)N2CCN(CC2)C